C(C1=CC=CC=C1)(=O)[O-].[OH-].[OH-].[Fe+3] Iron(III) dihydroxide benzoate